2-[3-(1-oxo-2-isoindolinyl)phenyl]butyric acid O=C1N(CC2=CC=CC=C12)C=1C=C(C=CC1)C(C(=O)O)CC